ClC=1C(=C(C(=CC1N1CC2(CCC2(C)N(C)C)CC1)F)S(=O)(=O)NC1=NC(=CC=C1)F)F 3-chloro-4-(1-(dimethylamino)-1-methyl-6-azaspiro[3.4]octan-6-yl)-2,6-difluoro-N-(6-fluoropyridin-2-yl)benzenesulfonamide